(E)-N-((5-(5-(4,4-difluoro-piperidine-1-carbonyl)pyridin-2-yl)-7-(pyridin-4-yl)benzofuran-2-yl)methyl)-3-(pyridin-3-yl)acrylamide FC1(CCN(CC1)C(=O)C=1C=CC(=NC1)C=1C=C(C2=C(C=C(O2)CNC(\C=C\C=2C=NC=CC2)=O)C1)C1=CC=NC=C1)F